(2R)-3-(4-cyano-1H-pyrazol-1-yl)-2-{[(1,2,3,5,6,7-hexahydro-s-indacen-4-yl)-carbamoyl]oxy}propanoic acid C(#N)C=1C=NN(C1)C[C@H](C(=O)O)OC(NC1=C2CCCC2=CC=2CCCC12)=O